FC1=CC=C(C=C1)C=1C=C2C(=NC=NC2=C(C1)OC)NCC1=CC2=C(N(CCO2)CC)C=C1 6-(4-Fluorophenyl)-8-methoxy-N-[(4-ethyl-2,3-dihydro-1,4-benzoxazin-7-yl)methyl]quinazolin-4-amine